3-octyl-2H-imidazol-3-ium C(CCCCCCC)[N+]=1CN=CC1